6-[1-(2-Fluoro-6-methyl-phenyl)-piperidin-4-yl]-1-(2-fluoro-2-methylpropyl)-4-(2-trifluoromethyl-benzyl)-1,4,6,7-tetrahydro-pyrazolo[4,3-d]pyrimidin-5-one FC1=C(C(=CC=C1)C)N1CCC(CC1)N1C(N(C2=C(C1)N(N=C2)CC(C)(C)F)CC2=C(C=CC=C2)C(F)(F)F)=O